1-(3,3-difluoroprop-1-en-2-yl)-4-fluorobenzene FC(C(=C)C1=CC=C(C=C1)F)F